6-chloro-1-methyl-7-((1-methylpyrrolidin-3-yl)oxy)-4-(6-((1-(trifluoromethyl)cyclopropyl)ethynyl)-2,3-dihydrobenzo[e][1,4]oxazepin-1(5H)-yl)quinazolin-2(1H)-one ClC=1C=C2C(=NC(N(C2=CC1OC1CN(CC1)C)C)=O)N1CCOCC2=C1C=CC=C2C#CC2(CC2)C(F)(F)F